C(=O)(O)[C@H](CC(=O)C1=CC2=C(S1)C=C(C(=C2F)CCCOC2=C(C1=C(SC(=C1)C(=O)[C@H]1[C@@H](CC1)C(=O)O)C=C2OC)F)OC)C trans-2-(5-(3-(2-((S)-3-carboxybutanoyl)-4-fluoro-6-methoxybenzo[b]thiophen-5-yl)propoxy)-4-fluoro-6-methoxybenzo[b]thiophene-2-carbonyl)cyclobutanecarboxylic acid